N-(4-Chlorobenzyl)-1-(2-hydroxyethyl)-6-((1-(methylsulfonyl)cyclopropyl)methyl)-7-oxo-4,5,6,7-tetrahydro-1H-pyrazolo[3,4-c]pyridine-3-carboxamide ClC1=CC=C(CNC(=O)C2=NN(C=3C(N(CCC32)CC3(CC3)S(=O)(=O)C)=O)CCO)C=C1